CCN(CC)C(=O)N(C=O)OC N,N-diethyl-N'-formyl-N'-methoxyurea